tert-butyl 3-(1-((2-(trimethylsilyl)ethoxy)methyl)-1H-pyrazol-4-yl)piperidine-1-carboxylate C[Si](CCOCN1N=CC(=C1)C1CN(CCC1)C(=O)OC(C)(C)C)(C)C